NC=1C(=C(SC1C(C1=CC=C(C=C1)Cl)=O)NC1=C(C=CC=C1)C)C(=O)NCC1=CC=C(C=C1)Cl 4-amino-5-(4-chlorobenzoyl)-N-[(4-chlorophenyl)methyl]-2-(2-methylanilino)thiophene-3-carboxamide